ClC1=CC=C2C=NC(=NC2=C1OC1CCCCC1)NC1=CC(=NC=C1)CSC 7-chloro-8-(cyclohexyloxy)-N-(2-((methylthio)methyl)pyridin-4-yl)quinazolin-2-amine